OC=1C=C(C=CC1O)/C=C/C(=O)OC1CC(CC(C1OC(=O)\C=C\C1=CC(=C(C=C1)O)O)OC(=O)\C=C\C1=CC(=C(C=C1)O)O)(C(=O)O)O 3,4,5-Tris[(E)-2-(3,4-dihydroxyphenyl)ethenyl-carbonyloxy]-1-hydroxycyclohexane-carboxylic acid